5,6-bis(3-chloro-4-hydroxyphenyl)-N-(cyclobutylmethyl)-N-(4-methoxyphenyl)-7-oxabicyclo[2.2.1]hept-5-ene-2-sulfonamide ClC=1C=C(C=CC1O)C=1C2CC(C(C1C1=CC(=C(C=C1)O)Cl)O2)S(=O)(=O)N(C2=CC=C(C=C2)OC)CC2CCC2